2-amino-3,5-difluoro-4-methoxybenzoic acid NC1=C(C(=O)O)C=C(C(=C1F)OC)F